CN1N=C2[C@@H](N(CCC2=C1C=1C=NN(C1)C1=NC=CC=C1)C(=O)C=1C=C2C=CC=NC2=CC1)C (S)-(2,7-Dimethyl-3-(1-(pyridin-2-yl)-1H-pyrazol-4-yl)-2,4,5,7-tetrahydro-6H-pyrazolo[3,4-c]pyridin-6-yl)(quinolin-6-yl)methanone